(4aR)-3-Acryloyl-11-(2-amino-5,7-difluorobenzo[d]thiazol-4-yl)-12-chloro-10-fluoro-2,3,4,4a,6,7-Hexahydro-8-thia-3,5a,9,13c-tetraazanaphtho[3,2,1-de]anthracene-5(1H)-one-8,8-dioxide C(C=C)(=O)N1C[C@@H]2C(N3CCS(C=4N=C5C(=C(C(=CC5=C(C34)N2CC1)Cl)C1=C(C=C(C2=C1N=C(S2)N)F)F)F)(=O)=O)=O